4-{4-amino-6-[4-(2-methylpropan-2-enamido)phenyl]pyrrolo[2,1-f][1,2,4]triazin-5-yl}-N-(2-hydroxy-2-methylpropyl)benzamide NC1=NC=NN2C1=C(C(=C2)C2=CC=C(C=C2)NC(C(=C)C)=O)C2=CC=C(C(=O)NCC(C)(C)O)C=C2